(2S)-2-[[[4-[[(2R)-2-amino-3-mercaptopropyl]amino]-2-phenylphenyl]-oxomethyl]amino]-4-(methylthio)butanoic acid N[C@H](CNC1=CC(=C(C=C1)C(=O)N[C@H](C(=O)O)CCSC)C1=CC=CC=C1)CS